C(C(=C)C)(=O)NCCOC(NCC1=CC=C(C=C1)CN1C(=NC=2C(=NC=3C=CC=CC3C21)N)C2CCCC2)=O 4-((4-amino-2-cyclopentyl-1H-imidazo[4,5-c]Quinolin-1-yl)methyl)benzylcarbamic acid 2-methacrylamidoethyl ester